COC1=CC=C(\C=N\NC2=NC=NC3=CC(=C(C=C23)OCCOC)OCCOC)C=C1 (E)-4-(2-(4-methoxybenzylidene)hydrazino)-6,7-bis(2-methoxyethoxy)quinazoline